C1=CC=C(C2=CC=CC=C12)[C@](N)(C)C(=O)O alpha-4-naphthylalanine